COC=1C=C(C=CC1)NS(=O)(=O)C1=CC=C(C=C1)NC(NCC=1C=NC=CC1)=O 3-{4-[(3-methoxyphenyl)sulfamoyl]phenyl}-1-(pyridin-3-ylmethyl)urea